C(C)(C)(C)OC(=O)N1CC(C1)COC1=C2CN(CC2=CC=C1)C(C1=C(C=C(C=C1O)O)OCC1=CC=CC=C1)=O 3-(((2-(2-(benzyloxy)-4,6-dihydroxybenzoyl)isoindolin-4-yl)oxy)methyl)azetidine-1-carboxylic acid tert-butyl ester